[Pb](I)(I)I.CN methyl-amine lead triiodide